ClC1=CC=C(S1)C1=NN2C(N=C(C=C2C(F)(F)F)C2=CC(=C(C=C2)OC)OC)=C1 2-(5-Chlorothiophen-2-yl)-5-(3,4-dimethoxyphenyl)-7-(trifluoromethyl)pyrazolo[1,5-a]pyrimidine